C(C)(C)(C)C1=NOC(=N1)C(=O)NCC1=C(C=C(C=C1)C1=NNC2=CC=C(C=C12)C1=CC=C(C=C1)N1CCN(CC1)CC=1C=C2C(N(C(C2=CC1)=O)C1C(NC(CC1)=O)=O)=O)C 3-(tert-butyl)-N-(4-(5-(4-(4-((2-(2,6-dioxopiperidin-3-yl)-1,3-dioxoisoindolin-5-yl)methyl)piperazin-1-yl)phenyl)-1H-indazol-3-yl)-2-methylbenzyl)-1,2,4-oxadiazole-5-carboxamide